Cl.Cl.N[C@H](C)C=1C(=NC=C(C1)F)N 3-[(1R)-1-aminoethyl]-5-fluoropyridin-2-amine dihydrochloride